C1(CC1)C1=C(C=C(C=C1)C1CCC2(CN(C2)C(=O)C2CC(C2)(C)O)CC1)OC (7-(4-Cyclopropyl-3-methoxyphenyl)-2-azaspiro[3.5]nonan-2-yl)((1s,3s)-3-hydroxy-3-methylcyclobutyl)methanon